2-(trifluoromethyl)pyridin-1-ium-1-olate FC(C1=[N+](C=CC=C1)[O-])(F)F